N1(CCCC1)N1C(=CC2=CC=CC=C12)[Li] 1-(1-Pyrrolidinyl)-1H-indolyl-lithium